C(C)(C)(C)C1=CC=C(C=C1)OC=1C(C(=O)[O-])=CC=CC1 4-tertbutylphenyl-salicylate